S(=O)(=O)([O-])[O-].[IH2+].C(CCCCCCC)[SH2+] octylsulfonium iodonium sulfate